N1=C(C=CC=2CCCNC12)CCC1CC(C1)C1=C(C(=O)N[C@@H](CCO)C(=O)O)C=CC=C1C1=CN=CS1 o-(3-(2-(5,6,7,8-tetrahydro-1,8-naphthyridin-2-yl)ethyl)cyclobutyl)-N-(3-(thiazol-5-yl)benzoyl)homoserine